[4-[[(Z)-octadec-9-enyl]amino]-1-[[(Z)-octadec-9-enyl]carbamoyl]-4-oxo-butyl]4-(dimethylamino)butanoate C(CCCCCCC\C=C/CCCCCCCC)NC(CCC(C(NCCCCCCCC\C=C/CCCCCCCC)=O)OC(CCCN(C)C)=O)=O